[3-(acryloyloxy)propyl]benzylethylammonium C(C=C)(=O)OCCC[NH+](CC)CC1=CC=CC=C1